FC=1C=C(C=CC1F)NC(=O)C=1N(C=C2C1CCC2NC(OCC2=NC=CC=C2)=O)C pyridin-2-ylmethyl (1-((3,4-difluorophenyl)carbamoyl)-2-methyl-2,4,5,6-tetrahydrocyclopenta[c]pyrrol-4-yl)carbamate